(3S)-3-{7-amino-2-[(dimethylamino)-methyl]-1H-indol-3-yl}-5-hydroxy-2,3-dihydro-1H-isoindol-1-one NC=1C=CC=C2C(=C(NC12)CN(C)C)[C@H]1NC(C2=CC=C(C=C12)O)=O